cyano-3-methoxypicolinic acid C(#N)C1=C(C(=NC=C1)C(=O)O)OC